2-[[6-(1,3-benzothiazol-2-ylamino)-5-methyl-pyridazin-3-yl]-(3,4-dihydroxybutyl)amino]-5-[3-[2-fluoro-4-[3-(methylamino)prop-1-ynyl]phenoxy]propyl]thiazole-4-carboxylic acid S1C(=NC2=C1C=CC=C2)NC2=C(C=C(N=N2)N(C=2SC(=C(N2)C(=O)O)CCCOC2=C(C=C(C=C2)C#CCNC)F)CCC(CO)O)C